C(#C)C=1C=CC(=C(C1)O)C1=NN=C(C2=CC=CC=C12)NC1CN(CCC1)CCS(=O)(=O)C 5-ethynyl-2-(4-((1-(2-(methylsulfonyl)ethyl)piperidin-3-yl)amino)phthalazin-1-yl)phenol